Methyl 3-(((S)-1-(5-(((R)-1,1-dimethyl-2,3-dihydro-1H-inden-2-yl)amino)pyridin-2-yl)-2,2,2-trifluoroethyl)(methyl)carbamoyl)bicyclo[1.1.1]pentane-1-carboxylate CC1([C@@H](CC2=CC=CC=C12)NC=1C=CC(=NC1)[C@@H](C(F)(F)F)N(C(=O)C12CC(C1)(C2)C(=O)OC)C)C